C1(CC1)ON1C(C=2C=C(C=C(C2C1)C#N)F)=O 2-cyclopropoxy-6-fluoro-1-oxoisoindoline-4-carbonitrile